7-chloro-1-(3-((2R,3S)-3-hydroxypiperidin-2-yl)propyl)-1H-indole-3-carboxylic acid methyl ester COC(=O)C1=CN(C2=C(C=CC=C12)Cl)CCC[C@H]1NCCC[C@@H]1O